C1(CC1)C=1N=CC2=C(N1)CCN(C2)C(=O)C2=C(OC=1N=CN=C(C12)NC1(CC1)C)C (2-cyclopropyl-7,8-dihydropyrido[4,3-d]pyrimidin-6(5H)-yl)(6-methyl-4-((1-methylcyclopropyl)amino)furo[2,3-d]pyrimidin-5-yl)methanone